5-chloro-3-(6-(3-oxotrihydro-1H-pyrrolo[1,2-c]imidazol-2(3H)-yl)-2-azabicyclo[2.2.1]heptan-2-yl)-1,2,4-triazin-6-carbonitrile ClC=1N=C(N=NC1C#N)N1C2C(CC(C1)C2)N2C(N1C(C2)CCC1)=O